N-(2-(dimethylamino)pyridin-3-yl)-N,6-dimethyl-2-propoxynicotinamide CN(C1=NC=CC=C1N(C(C1=C(N=C(C=C1)C)OCCC)=O)C)C